4-[difluoro-(3,4,5-trifluorophenoxy)-methyl]-3,5-difluoro-4'-propylbiphenyl FC(C1=C(C=C(C=C1F)C1=CC=C(C=C1)CCC)F)(OC1=CC(=C(C(=C1)F)F)F)F